Cl.COC(=O)C1=C(C=CC=2N=C(OC21)C)OC[C@@H](CC2=CC=CC=C2)N (R)-6-(2-amino-3-phenylpropoxy)-2-methylbenzo[d]oxazole-7-carboxylic acid methyl ester hydrochloride